C[C@@H]1N([C@@H](CN(C1)S(=O)(=O)N1CCOCC1)C)C(C(F)(F)C=1C=C(C(=O)NC2=CC(=C(C=C2)F)C)C=CC1F)=O 3-(2-((2S,6R)-2,6-dimethyl-4-(morpholinosulfonyl)piperazin-1-yl)-1,1-difluoro-2-oxoethyl)-4-fluoro-N-(4-fluoro-3-methylphenyl)benzamide